C1(CC1)C1=CC=C(C=C1)C1CCN(CC1)C1=C(C(N(C2=CC=CC=C12)C)=O)C#N 4-[4-(4-cyclopropylphenyl)piperidin-1-yl]-1-methyl-2-oxo-1,2-dihydroquinoline-3-carbonitrile